(bicyclo[2.2.2]oct-1-yl)-4-chloro-5-iodo-7H-pyrrolo[2,3-d]pyrimidine C12(CCC(CC1)CC2)C=2N=C(C1=C(N2)NC=C1I)Cl